OC1=C(C=CC=C1C)C1=CC=C(C(=N1)N1C(C[C@@H](C1)C)(C)C)C(=O)N 6-(2-hydroxy-3-methylphenyl)-2-[(4S)-2,2,4-trimethylpyrrolidin-1-yl]pyridin-3-carboxamid